rac-(2s,4s)-2-((3r,4r)-4-(4-(tert-butyl)phenyl)-3-methylpiperidin-1-yl)-7-oxa-5-azaspiro[3.4]octan-6-one C(C)(C)(C)C1=CC=C(C=C1)[C@H]1[C@H](CN(CC1)C1CC2(C1)NC(OC2)=O)C